N1(N=NC2=C1C=CC=C2)O 1H-benzotriazol-1-ol